2-(((2-(4-(2-hydroxyethyl)piperazin-1-yl)ethyl)amino)methylene)-5-(pyrimidin-5-yl)cyclohexane-1,3-dione OCCN1CCN(CC1)CCNC=C1C(CC(CC1=O)C=1C=NC=NC1)=O